(5,6,7,8-tetrahydro-1,6-naphthyridin-2-yl)phosphonic Acid Hydrochloride Cl.N1=C(C=CC=2CNCCC12)P(O)(O)=O